5-(1H-pyrrolo[2,3-b]pyridin-3-ylmethyl)-N-[[4-(trifluoromethyl)phenyl]methyl]-2-aminopyridine dihydrochloride Cl.Cl.N1C=C(C=2C1=NC=CC2)CC=2C=CC(N(C2)CC2=CC=C(C=C2)C(F)(F)F)N